C(C)(C)(C)OC(=O)NCCC=1SC(=C(N1)C(=O)OCC)C(=C)C ethyl 2-(2-{[(tert-butoxy) carbonyl] amino} ethyl)-5-(prop-1-en-2-yl)-1,3-thiazole-4-carboxylate